tert-butyl (1R,3s,5S)-3-((8-isopropyl-2-(methylsulfonyl)pyrazolo[1,5-a][1,3,5]triazin-4-yl)amino)-8-azabicyclo[3.2.1]octane-8-carboxylate C(C)(C)C=1C=NN2C1N=C(N=C2NC2C[C@H]1CC[C@@H](C2)N1C(=O)OC(C)(C)C)S(=O)(=O)C